6-(2-(6-methylpyridin-2-yl)-4-(((6-(trifluoromethoxy)-3a,7a-dihydrobenzo[d]thiazol-2-yl)amino)methyl)-1H-imidazol-1-yl)imidazo[1,2-a]pyridine-3-carboxamide CC1=CC=CC(=N1)C=1N(C=C(N1)CNC=1SC2C(N1)C=CC(=C2)OC(F)(F)F)C=2C=CC=1N(C2)C(=CN1)C(=O)N